N-[1-(2,2-difluoroethyl)-1H-pyrazolo[3,4-b]pyrazin-6-yl]-8-[6-(trifluoromethyl)pyridin-3-yl]-8-azaspiro[4.5]decan-2-amine FC(CN1N=CC=2C1=NC(=CN2)NC2CC1(CC2)CCN(CC1)C=1C=NC(=CC1)C(F)(F)F)F